FC1=C(OC=2C=C(C=C3C=NN(C23)C)C(=O)N)C=CC(=C1)OCCOC1CCNCC1 7-[2-fluoro-4-[2-(4-piperidyloxy)ethoxy]phenoxy]-1-methyl-indazole-5-carboxamide